benzene-1,2,4-triyltriamine C1(=C(C=C(C=C1)N)N)N